[4-[2-(1,1-dioxo-1,2-benzothiazol-3-yl)-4,4-dimethyl-3,5-dihydro-pyridazin-6-yl]-2-methoxy-phenyl]boronic acid O=S1(N=C(C2=C1C=CC=C2)N2N=C(CC(C2)(C)C)C2=CC(=C(C=C2)B(O)O)OC)=O